tert-butyl (3-amino-6-methoxypyridin-2-yl)(3-(2,3-difluoro-6-(2,2,2-trifluoroacetamido)phenyl)-propyl)carbamate NC=1C(=NC(=CC1)OC)N(C(OC(C)(C)C)=O)CCCC1=C(C(=CC=C1NC(C(F)(F)F)=O)F)F